N-ethyl-N-[(4-methoxyphenyl)methyl]-3-(1-methylimidazol-4-yl)-4-[[5-(trifluoromethyl)-2-pyridyl]amino]benzenesulfonamide C(C)N(S(=O)(=O)C1=CC(=C(C=C1)NC1=NC=C(C=C1)C(F)(F)F)C=1N=CN(C1)C)CC1=CC=C(C=C1)OC